N-(4'-isopropoxy-[1,1'-biphenyl]-4-yl)-2-(pyridin-2-yl)cyclopropane-1-carboxamide C(C)(C)OC1=CC=C(C=C1)C1=CC=C(C=C1)NC(=O)C1C(C1)C1=NC=CC=C1